CC1([NH+](C(CCC1)(C)C)[O-])C 2,2,6,6-tetramethyl-piperidine-1-oxide